C(#C)C1O[IH](C2=C1C=CC=C2)=O Ethynyl-Benziodoxolone